N-ethyl-4-hydroxypyrrolidine-2-carboxamide C(C)NC(=O)C1NCC(C1)O